2-trifluoromethyl-3-iodo-4,6-dimethyl-1-[[2-(trimethylsilyl)ethoxy]methyl]-1H-indole FC(C=1N(C2=CC(=CC(=C2C1I)C)C)COCC[Si](C)(C)C)(F)F